potassium dichlorodinitropalladium (II) Cl[Pd-2]([N+](=O)[O-])([N+](=O)[O-])Cl.[K+].[K+]